tert-Butyl 5-{[(1-fluorocyclopropyl)methyl]sulfanyl}-1-{[4-(1,1,1,3,3,3-hexafluoro-2-hydroxypropan-2-yl)phenyl]carbamoyl}-1,3-dihydro-2H-isoindole-2-carboxylate FC1(CC1)CSC=1C=C2CN(C(C2=CC1)C(NC1=CC=C(C=C1)C(C(F)(F)F)(C(F)(F)F)O)=O)C(=O)OC(C)(C)C